N-phenyl-N-benzenesulfonyl-trifluoroacetamide C1(=CC=CC=C1)N(C(C(F)(F)F)=O)S(=O)(=O)C1=CC=CC=C1